1-(cyclopropylmethyl)-6-(3,5-dimethylisoxazol-4-yl)-1H-imidazo[4,5-b]pyridin-2(3H)-one C1(CC1)CN1C(NC2=NC=C(C=C21)C=2C(=NOC2C)C)=O